3-(2-{5-methoxy-6-[(1s,3s)-3-(dimethylamino)cyclobutoxy]-3-pyridylamino}-4-pyrimidinylamino)-2-quinolinecarboxamide COC=1C=C(C=NC1OC1CC(C1)N(C)C)NC1=NC=CC(=N1)NC=1C(=NC2=CC=CC=C2C1)C(=O)N